N5-(2-(diethylamino)ethyl)quinoline-5,8-diamine C(C)N(CCNC=1C=2C=CC=NC2C(=CC1)N)CC